ONC(CCCCCCN1C2=CC3=C(C=C2C=2NC(C4=CC=CC=C4C21)=O)OCO3)=O N-hydroxy-7-(5-oxo-5,6-dihydro-12H-[1,3]dioxolo[4',5':5,6]indolo[3,2-c]isoquinolin-12-yl)heptanamide